NC1=C(C=NC2=C(N=CC=C12)C1=CC(=CC(=C1)Cl)Cl)C(=O)N[C@H]1CCOC2=CC=CC=C12 4-amino-N-[(4S)-chroman-4-yl]-8-(3,5-dichlorophenyl)-1,7-naphthyridine-3-carboxamide